1-(6-(4-isopropyl-4H-1,2,4-triazol-3-yl)pyridin-2-yl)-3-(1H-pyrazol-5-yl)urea C(C)(C)N1C(=NN=C1)C1=CC=CC(=N1)NC(=O)NC1=CC=NN1